C=1N=CN2C1C1=CC=CC=C1[C@@H]2[C@@H]2CCCC([C@@H]2O)(C)C (1R,6S)-6-((S)-5H-Imidazo[5,1-a]isoindol-5-yl)-2,2-dimethylcyclohexan-1-ol